1-butenylpropyldipropylammonium hydroxide [OH-].C(=CCC)C(CC)[NH+](CCC)CCC